N[C@H](CC(=O)O)CC1=CSC2=C1C=CC=C2 (S)-β-amino-4-(3-benzothienyl)-butyric acid